N-[3-[(dimethylamino)methyl]-1H-1,2,4-triazol-5-yl]-5-(2-fluorophenyl)-6-(3-fluoro-4-pyridyl)-1,2,4-triazin-3-amine CN(C)CC1=NNC(=N1)NC=1N=NC(=C(N1)C1=C(C=CC=C1)F)C1=C(C=NC=C1)F